C(CCCCCCCC=CCC=CCC=CC=C)(=O)O 9,12,15,17-octadecatetraenoic acid